C(N)(=O)C=1C(=NC(=C(N1)C)NC1CCOCC1)NC=1C=C(OCCCNC([C@H](C)N(C(OC(C)(C)C)=O)C)=O)C=CC1 tert-butyl (S)-(1-((3-(3-((3-carbamoyl-5-methyl-6-((tetrahydro-2H-pyran-4-yl)amino)pyrazin-2-yl)amino)phenoxy)propyl)amino)-1-oxopropan-2-yl)(methyl)carbamate